2-(2-(4-(4-(2-chloro-5-fluorophenoxy)piperidin-1-yl)benzoyl)hydrazinyl)-2-oxoethyl acetate C(C)(=O)OCC(=O)NNC(C1=CC=C(C=C1)N1CCC(CC1)OC1=C(C=CC(=C1)F)Cl)=O